benzyl-Nα-Boc-histidine C(C1=CC=CC=C1)N([C@@H](CC1=CNC=N1)C(=O)O)C(=O)OC(C)(C)C